BrC=1SC2=C(N1)C(=CC=C2)CBr 2-bromo-4-(bromomethyl)-1,3-benzothiazole